CN1C(C=C(C=C1)C=1C=CC2=C(C1)COC=1N=C(SC12)N(C1CC(NC(C1)(C)C)(C)C)C)=O 1-Methyl-4-(2-(methyl-(2,2,6,6-tetramethylpiperidin-4-yl)amino)-5H-isochromeno[3,4-d]thiazol-7-yl)pyridin-2(1H)-one